1,3-dioxolane-2-on O1C(OCC1)=O